3,4,6-trichloro-2-(trifluoromethyl)pyridine ClC=1C(=NC(=CC1Cl)Cl)C(F)(F)F